BrC1=CC=C(C=C1)C=1C2=C(C(=NC1Cl)OC)C1(C(O2)C(C(C1O)CN1CCOCC1)C1=CC=CC=C1)O (4-bromophenyl)-3-chloro-1-methoxy-7-(morpholinomethyl)-6-phenyl-5a,6,7,8-tetrahydro-8aH-cyclopenta[4,5]furo[3,2-c]pyridine-8,8a-diol